C(CCC)C1=C2OC=3C(=C(C(=C(C3C(C2=CC=C1)=O)CCCC)CCCC)CCCC)CCCC pentabutylxanthone